N-(2,6-difluoro-4-hydroxyphenyl)-5-fluoro-4-(3-oxo-5,6,7,8-tetrahydro[1,2,4]triazolo[4,3-a]pyridin-2(3H)-yl)-2-{[(2S)-1,1,1-trifluoropropan-2-yl]oxy}benzamide FC1=C(C(=CC(=C1)O)F)NC(C1=C(C=C(C(=C1)F)N1N=C2N(CCCC2)C1=O)O[C@H](C(F)(F)F)C)=O